5-(4-chloro-2-fluorophenyl)-2,3-dimethyl-7-(3-methyl-3,4,6,7-tetrahydro-5H-imidazo[4,5-c]pyridin-5-yl)pyrido[4,3-d]pyrimidin-4(3H)-one ClC1=CC(=C(C=C1)C1=NC(=CC=2N=C(N(C(C21)=O)C)C)N2CC1=C(CC2)N=CN1C)F